(3-((1R,4R)-4-(Dimethylamino)cyclohexyl)-1,2,3-oxadiazol-3-ium-5-yl)((3-(2-(o-tolyl)-acetamido)-5-(trifluoromethyl)phenyl)-carbamoyl)amide CN(C1CCC(CC1)[N+]1=NOC(=C1)[N-]C(NC1=CC(=CC(=C1)C(F)(F)F)NC(CC1=C(C=CC=C1)C)=O)=O)C